2-[(2,4-dimethoxyphenyl)methyl]-5-trimethylstannanyl-6,6a-dihydro-3aH-cyclopenta[c]pyrrole-1,3-dione COC1=C(C=CC(=C1)OC)CN1C(C2C(C1=O)C=C(C2)[Sn](C)(C)C)=O